C(C)OC(=O)C=1N=CNC1C(=O)OCC imidazole-4,5-dicarboxylic acid diethyl ester